3-methyl-3-{[2-(pyridin-4-yl)pyrido[3,4-d]pyrimidin-4-yl]amino}butan-2-ol CC(C(C)O)(C)NC=1C2=C(N=C(N1)C1=CC=NC=C1)C=NC=C2